ClC=1C=CC(=C(C1)C1=CC(N(C=C1OC)C(C(=O)NC=1C=CC(=NC1)C(=O)NC)CCOC)=O)C=1OC(=NN1)C(F)(F)F 5-({2-[4-{5-chloro-2-[5-(trifluoromethyl)-1,3,4-oxadiazol-2-yl]phenyl}-5-methoxy-2-oxopyridin-1(2H)-yl]-4-methoxybutyryl}amino)-N-methylpyridine-2-carboxamide